COC(C1CCN(CC1)C1=CC=C(C=C1)C1=CCOC2=CC(=CC=C12)OC1OCCCC1)OC 4-(dimethoxymethyl)-1-(4-(7-((tetrahydro-2H-pyran-2-yl)oxy)-2H-chromene-4-yl)phenyl)piperidine